4-Oxo-3,4-dihydropyrido[3,4-D]pyrimidine O=C1C2=C(N=CN1)C=NC=C2